Cl.COC1=CC=C2C3=C(NC2=C1)C(=NC=C3)C 7-Methoxy-1-methyl-9H-pyrido[3,4-b]indole hydrochloride